N-(2-((2-(dimethylamino)ethyl)(methyl)amino)-5-((4-(7-methyl-1H-indol-3-yl)pyrimidin-2-yl)amino)phenyl)propionamide CN(CCN(C1=C(C=C(C=C1)NC1=NC=CC(=N1)C1=CNC2=C(C=CC=C12)C)NC(CC)=O)C)C